methyl 1-(2,2,2-trifluoroethyl)piperidine-4-carboxylate FC(CN1CCC(CC1)C(=O)OC)(F)F